CC(CCCCCCCCCC)O dodecan-2-ol